3-((2,5-dichloropyrimidin-4-yl)amino)-N,N-dimethylpyridine-4-sulfonamide ClC1=NC=C(C(=N1)NC=1C=NC=CC1S(=O)(=O)N(C)C)Cl